N-(4'-(4-hydroxy-4-((4-oxopyrrolo[2,1-f][1,2,4]triazin-3(4H)-yl)methyl)piperidine-1-carbonyl)-[1,1'-biphenyl]-2-yl)methacrylamide OC1(CCN(CC1)C(=O)C1=CC=C(C=C1)C1=C(C=CC=C1)NC(C(=C)C)=O)CN1C=NN2C(C1=O)=CC=C2